undecanoyl fluoride C(CCCCCCCCCC)(=O)F